NC=1SC(=C(N1)C=1C=NC(=CC1)C)C#N 2-amino-4-(6-methylpyridin-3-yl)thiazole-5-carbonitrile